CN1CC=2N(CC1)N=C(C2)NC2=CC(=NC=N2)C=2C=C1CCCC(C1=CC2)NC(OC(C)(C)C)=O tert-butyl (6-(6-((5-methyl-4,5,6,7-tetrahydropyrazolo[1,5-a]pyrazin-2-yl)amino)pyrimidin-4-yl)-1,2,3,4-tetrahydronaphthalen-1-yl)carbamate